N1=CC=NC2=CC(=CC=C12)C1=CNC=2N=C(N=CC21)N[C@H]2CC[C@H](CC2)OCCO 2-((cis-4-((5-(quinoxalin-6-yl)-7H-pyrrolo[2,3-d]pyrimidin-2-yl)amino)cyclohexyl)oxy)ethan-1-ol